N-Succinimidyl 3-maleimidopropionate C1CC(=O)N(C1=O)OC(=O)CCN2C(=O)C=CC2=O